NC[C@H](C)N1C=CC2=CC(=C(C(=C12)F)F)Cl (S)-N-(1-Aminopropan-2-yl)-5-chloro-6,7-difluoro-1H-indole